ClC1=CC=C(C=C1)C(C)(C)C1=CC=C(C=C1)N1N=C(C=C1C)C(=O)OCC ethyl 1-(4-(2-(4-chlorophenyl) propan-2-yl) phenyl)-5-methyl-1H-pyrazole-3-carboxylate